6-(2,5-dioxopyrrol-1-yl)-N-[(1S)-1-{[(1S)-1-{[4-(hydroxymethyl)-2-methylphenyl]carbamoyl}ethyl]carbamoyl}-2-methylpropyl]hexanamide O=C1N(C(C=C1)=O)CCCCCC(=O)N[C@@H](C(C)C)C(N[C@@H](C)C(NC1=C(C=C(C=C1)CO)C)=O)=O